C(C1=CC=CC=C1)(C1=CC=CC=C1)N1CCN(CC1)C1=C(C(N(C2=CC=CN=C12)C)=O)C#N 4-(4-benzhydryl-piperazin-1-yl)-1-methyl-2-oxo-1,2-dihydro-1,5-naphthyridine-3-carbonitrile